2-fluoro-8-methyl-N-(6-(pyrimidin-2-yl)-5-(trifluoromethyl)pyridin-3-yl)-7,8-dihydro-6H-cyclopenta[e]pyrazolo[1,5-a]pyrimidine-6-carboxamide FC1=NN2C(N=CC3=C2C(CC3C(=O)NC=3C=NC(=C(C3)C(F)(F)F)C3=NC=CC=N3)C)=C1